CC=1N=CC(=NC1)C(=O)NC1=NC=C(C=C1)[N+](=O)[O-] 5-methyl-N-(5-nitropyridin-2-yl)pyrazine-2-carboxamide